C(C)(C)(C)OC(=O)N1CC(C1)C(=O)O.C(C)(C)(C)OC(=O)N1CC(C1)C(=O)O.IC1=C(C=C(C=C1C)C)C iodomesitylene bis(1-(tert-butoxycarbonyl)azetidine-3-carboxylate)